(R)-N-(4-fluoro-2-methoxy-5-nitrophenyl)-6-(3-(3-fluoro-5-(trifluoromethyl)phenyl)isoxazolidin-2-yl)pyrimidin-4-amine FC1=CC(=C(C=C1[N+](=O)[O-])NC1=NC=NC(=C1)N1OCC[C@@H]1C1=CC(=CC(=C1)C(F)(F)F)F)OC